N2,N4-bis(diisopropylphosphino)-6-phenyl-1,3,5-triazine-2,4-diamine C(C)(C)P(NC1=NC(=NC(=N1)NP(C(C)C)C(C)C)C1=CC=CC=C1)C(C)C